C(C)(C)(C)C1=CC=C(C=C1)C=1C=2N(C3=CC=C(C=C3N1)[N+](=O)[O-])C=CC2 4-(4-(tert-butyl)phenyl)-7-nitropyrrolo[1,2-a]quinoxaline